6-chloro-N-[4-methoxy-5-(oxetan-3-yl)pyrimidin-2-yl]-1H-indole-3-sulfonamide ClC1=CC=C2C(=CNC2=C1)S(=O)(=O)NC1=NC=C(C(=N1)OC)C1COC1